C1(CC1)C=1C=C(C=CC1)[C@H]1CC2(CN(C2)C(=O)C2CC(C2)(C)O)CC1 |r| (rac)-(6-(3-cyclopropylphenyl)-2-azaspiro[3.4]oct-2-yl)((1s,3s)-3-hydroxy-3-methylcyclobutyl)methanone